C(C)(C)(C)C1=C(N=C(O1)C1CC(CC1)C1=CC(=NN1)NC=1C(=CC2=C(CNS2(=O)=O)C1)F)C 5-((5-(3-(5-(tert-butyl)-4-methyloxazol-2-yl)cyclopentyl)-1H-pyrazol-3-yl)amino)-6-fluoro-2,3-dihydrobenzo[d]isothiazole 1,1-dioxide